BrC1=CC(=C(N1)NCC1=CC=C(C=C1)Cl)C(=O)NCC 5-bromo-2-((4-chlorobenzyl)amino)-N-ethyl-1H-pyrrole-3-carboxamide